(1R,4S)-1-(2-((tert-Butoxycarbonyl)amino)ethyl)-4-(2,5-dimethyl-1H-pyrrol-1-yl)cyclopent-2-ene-1-carboxylic acid C(C)(C)(C)OC(=O)NCC[C@@]1(C=C[C@H](C1)N1C(=CC=C1C)C)C(=O)O